NC=1C(=C(C=CC1)[C@]1(N/C(/N(C(C1)=O)C1CCC(CC1)(F)F)=N\C(OC(C)(C)C)=O)C)Cl tert-Butyl (S,E)-[4-(3-amino-2-chlorophenyl)-1-(4,4-difluorocyclohexyl)-4-methyl-6-oxo-tetrahydropyrimidin-2(1H)-ylidene]carbamate